N(=[N+]=[N-])[C@@H]1[C@](CC2=CC=C(C=C2)F)(C=CC=C1F)F |r| (+/-)-1-((1S,2S)-2-azido-1,3-difluorobenzyl)-4-fluorobenzene